FC=1C=CC2=C(N=C(O2)N2CCN(CC2)C(CCOCCN2N=C(C3=C2C=NNC3=O)C(F)(F)F)=O)C1 1-(2-(3-(4-(5-fluorobenzo[d]oxazol-2-yl)piperazin-1-yl)-3-oxopropoxy)ethyl)-3-(trifluoromethyl)-1,5-dihydro-4H-pyrazolo[3,4-d]pyridazin-4-one